3-chloro-5-(trifluoromethylsulfanyl)benzaldehyde ClC=1C=C(C=O)C=C(C1)SC(F)(F)F